tert-Butyl 2-[(methylcarbamoyl)amino]-4,7,8,9-tetrahydro-5H-4,8-epiminooxocino[5,4-d][1,3]thiazole-10-carboxylate CNC(=O)NC=1SC2=C(N1)CC1COCC2N1C(=O)OC(C)(C)C